(S)-3-((S)-3-cyclopropyl-2-(4-(2-(dimethylamino)ethyl)-5-methylpyridin-2-yl)propanamido)-3-(4,4'-difluoro-2',5,6'-trimethyl-[1,1'-biphenyl]-3-yl)propanoic acid C1(CC1)C[C@H](C(=O)N[C@@H](CC(=O)O)C=1C=C(C=C(C1F)C)C1=C(C=C(C=C1C)F)C)C1=NC=C(C(=C1)CCN(C)C)C